ClC=1C=C(C=CC1F)[C@@](C)([C@@H]1C[C@H](C1)C(F)(F)F)NC(=O)N1[C@@H](C(NCC1)=O)C |o1:8| (2R)-N-((R or S)-1-(3-chloro-4-fluorophenyl)-1-(trans-3-(trifluoromethyl)-cyclobutyl)-ethyl)-2-methyl-3-oxopiperazine-1-carboxamide